C(CCCCC)C(C(=O)OCCCCOC(C(CCC(=O)OCCCCOC(C(CCCCCCCC)CCCCCC)=O)OC(=O)OCCN(C)C)=O)CCCCCCCC.ClC=1C(=CC(=C(OCC=2N=CSC2)C1)I)C(F)(F)F 4-((5-chloro-2-iodo-4-(trifluoromethyl)phenoxy)methyl)thiazole bis(4-((2-hexyldecanoyl)oxy)butyl)2-(((2-(dimethylamino)ethoxy)carbonyl)oxy)pentanedioate